tert-butyl (S)-2-methyl-2-((R)-3,3,3-trifluoro-1-hydroxypropyl)pyrrolidine-1-carboxylate C[C@@]1(N(CCC1)C(=O)OC(C)(C)C)[C@@H](CC(F)(F)F)O